(1s,4S)-5'-chloro-4-(3-chloroanilino)-2'-[(2R)-3-hydroxy-2-methylpropyl]-2',3'-dihydrospiro[cyclohexane-1,1'-isoindole]-4-carboxylic acid ClC=1C=C2CN(C3(C2=CC1)CCC(CC3)(C(=O)O)NC3=CC(=CC=C3)Cl)C[C@H](CO)C